COC=1C(=C(C(=CC1)C)C1=NC(=CC2=C1N=CNC2=O)C(=O)OC)C methyl 8-(3-methoxy-2,6-dimethylphenyl)-4-oxo-3,4-dihydropyrido[3,4-d]pyrimidine-6-carboxylate